FC1(OC2=C(O1)C=CC(=C2)C2CCC(N(C2)C2=CC=C(C(=O)O)C=C2)COC(F)F)F 4-[5-(2,2-difluoro-1,3-benzodioxol-5-yl)-2-(difluoromethoxymethyl)-1-piperidinyl]benzoic acid